ClC1=C(C=CC=C1F)C(CN1C(COCC1)CNC(OC(C)(C)C)=O)=O tert-butyl ((4-(2-(2-chloro-3-fluorophenyl)-2-oxoethyl)morpholin-3-yl)methyl)carbamate